O[C@@H]1[C@H](CCC2=C1N=C(S2)C(=O)NC)[C@H]2N1C(C3=CC=CC=C23)=CN=C1 (4R,5R)-4-Hydroxy-5-((R)-5H-imidazo[5,1-a]isoindol-5-yl)-N-methyl-4,5,6,7-tetrahydrobenzo[d]thiazol-2-carboxamid